(2R,3R)-2-(benzyloxy)-3-[3,4-bis(methoxymethoxy)phenyl]-3-[(tert-butyldimethylsilyl)oxy]propan-1-ol C(C1=CC=CC=C1)O[C@H](CO)[C@H](O[Si](C)(C)C(C)(C)C)C1=CC(=C(C=C1)OCOC)OCOC